FC1(CNCC12CC(C2)C2=NC(=CC1=C2N=C(N=C1)NC1CCN(CC1)S(=O)(=O)C)C)F 8-(8,8-difluoro-6-azaspiro[3.4]oct-2-yl)-6-methyl-N-(1-(methylsulfonyl)piperidin-4-yl)pyrido[3,4-d]pyrimidin-2-amine